(1S)-6-chloro-1-[(1,3-dioxan-5-yl)methyl]-2-[4-methyl-6-(trifluoromethyl)pyrimidin-2-yl]-2,3,4,9-tetrahydro-1H-pyrido[3,4-b]indole ClC=1C=C2C3=C(NC2=CC1)[C@@H](N(CC3)C3=NC(=CC(=N3)C)C(F)(F)F)CC3COCOC3